Ethyl 9-bromo-6-tert-butyl-10-methoxy-2-oxo-6,7-dihydro-2H-pyrido[2,1-a]isoquinoline-3-carboxylate BrC=1C=C2CC(N3C(C2=CC1OC)=CC(C(=C3)C(=O)OCC)=O)C(C)(C)C